tert-Butyl (4R)-4-((R,2S)-3-azido-1-{[tert-butyl(dimethyl)silyl]oxy}-2-methylpropyl)-2,2-dimethyl-1,3-oxazolidine-3-carboxylate N(=[N+]=[N-])C[C@@H]([C@@H](O[Si](C)(C)C(C)(C)C)[C@@H]1N(C(OC1)(C)C)C(=O)OC(C)(C)C)C